FC1CN(C1)C[C@@H]1CC[C@H](CC1)C(=O)NC=1N=CC2=CC=C(C=C2C1)C=1C=NN(C1)C Trans-4-((3-fluoroazetidin-1-yl)methyl)-N-(6-(1-methyl-1H-pyrazol-4-yl)isoquinolin-3-yl)cyclohexane-1-carboxamide